3-ethylsulfonyl-6-pyrimidin-2-yl-pyridine-2-carboxylic acid C(C)S(=O)(=O)C=1C(=NC(=CC1)C1=NC=CC=N1)C(=O)O